(tert-butyl)-1'-(7-ethoxy-1,3-dimethyl-1H-indazole-5-carbonyl)-5H-spiro[benzo[d]thiazol-6,4'-piperidin]-4(7H)-one C(C)(C)(C)C1N(CCC2(C1)CC1=C(N=CS1)C(C2)=O)C(=O)C=2C=C1C(=NN(C1=C(C2)OCC)C)C